2-GUANIDINOPROPIONIC ACID N(C(=N)N)C(C(=O)O)C